1-((R)-2-((S)-7-(2,4-difluoro-6-(2-methoxyethoxy)phenyl)-4-(1-methyl-1H-indazol-5-yl)thieno[3,2-c]pyridin-6-yl)-4-methyl-6,7-dihydropyrazolo[1,5-a]pyrazin-5(4H)-yl)prop-2-en-1-one FC1=C(C(=CC(=C1)F)OCCOC)C=1C2=C(C(=NC1C1=NN3C([C@H](N(CC3)C(C=C)=O)C)=C1)C=1C=C3C=NN(C3=CC1)C)C=CS2